FC1=C(N=CC2=C1N=C(N=C2NC2CC(C2)N(C(OC(C)(C)C)=O)C)OCC21CCCN1CCC2)C2=CC(=CC1=CC=CC=C21)O tert-butyl ((1s,3s)-3-((8-fluoro-7-(3-hydroxynaphthalen-1-yl)-2-((tetrahydro-1H-pyrrolizin-7a(5H)-yl)methoxy)pyrido[4,3-d]pyrimidin-4-yl)amino)cyclobutyl)(methyl)carbamate